CC1=CC=CC(=N1)C=1C=C(C=2OCCNC2N1)NC1=C(C=NC=C1)C(=O)OC methyl 4-{[6-(6-methylpyridin-2-yl)-2H,3H,4H-pyrido[3,2-b][1,4]oxazin-8-yl]amino}pyridine-3-carboxylate